CC1=CC=C(C=C1)S(=O)(=O)OCCOCCOCCOCCOCCNC1=C2C(N(C(C2=CC=C1)=O)C1C(NC(CC1)=O)=O)=O 14-((2-(2,6-dioxopiperidin-3-yl)-1,3-dioxoisoindolin-4-yl)amino)-3,6,9,12-tetraoxatetradecyl 4-methylbenzenesulfonate